ClC=1C=C(C(=NC1)OC)C1=NN(C=C1NC(=O)C=1C=NN2C1N=CC=C2)CC(=O)N(C)C2CCCC2 N-(3-(5-chloro-2-methoxypyridin-3-yl)-1-(2-(cyclopentyl(methyl)amino)-2-oxoethyl)-1H-pyrazol-4-yl)pyrazolo[1,5-a]pyrimidine-3-carboxamide